2,2-diphenyl-4-bromobutyronitrile C1(=CC=CC=C1)C(C#N)(CCBr)C1=CC=CC=C1